(Z)-5-benzylidene-3-(4-(tert-butyl)benzyl)oxazolidine-2,4-dione C(/C1=CC=CC=C1)=C/1\C(N(C(O1)=O)CC1=CC=C(C=C1)C(C)(C)C)=O